(S)-N-((R)-1-(3-bromo-2-methylphenyl)ethyl)-2-methylpropane-2-sulfinamide BrC=1C(=C(C=CC1)[C@@H](C)N[S@@](=O)C(C)(C)C)C